tert-butyl (8aR)-5-(5-methyl-1H-indazol-4-yl)-8a,9,11,12-tetrahydropyrazino[2',1':3,4][1,4]oxazepino[5,6,7-de]quinazoline-10(8H)-carboxylate CC=1C(=C2C=NNC2=CC1)C=1C=C2C3=C(N=CN=C3C1)N1[C@@H](CO2)CN(CC1)C(=O)OC(C)(C)C